FC=1C=C(C=C(C1)F)[C@H]1[C@@H](CN(C1)CCOC)NC(=O)NC1=C2C(=NN1C1=CC=CC=C1)CCC2 1-((3S,4R)-4-(3,5-difluorophenyl)-1-(2-methoxyethyl)pyrrolidin-3-yl)-3-(2-phenyl-2,4,5,6-tetrahydrocyclopenta[c]pyrazol-3-yl)urea